(+/-)-4-(4-(2-amino-6-methylpyrimidin-4-yl)-1,4-oxazepan-3-yl)-3-chloro-N-methyl-N-(tetrahydro-2H-pyran-4-yl)benzamide NC1=NC(=CC(=N1)N1[C@@H](COCCC1)C1=C(C=C(C(=O)N(C2CCOCC2)C)C=C1)Cl)C |r|